methyl 2-(2-(3,4-difluorophenyl)-3,4-dihydro-2H-pyrrol-5-yl)hydrazine-1-carboxylate FC=1C=C(C=CC1F)C1N=C(CC1)NNC(=O)OC